8-Isopropoxy-7-methoxy-1-thiophen-3-yl-1,4-dihydro-chromeno[4,3-c]pyrazole-3-carboxylic Acid [3-(cyclobutanecarbonyl-amino)-propyl]-amide C1(CCC1)C(=O)NCCCNC(=O)C=1C2=C(N(N1)C1=CSC=C1)C=1C=C(C(=CC1OC2)OC)OC(C)C